C1(CC1)C1=NNC(=N1)C1CC2(CN(C2)C(=O)N2CC3(C2)CN(C3)CC3=C(N=CN3C)C#N)C1 5-[[2-[6-(3-cyclopropyl-1H-1,2,4-triazol-5-yl)-2-azaspiro[3.3]heptane-2-carbonyl]-2,6-diazaspiro[3.3]heptan-6-yl]methyl]-1-methyl-imidazole-4-carbonitrile